sodium stearoyl lactyllactate C(C(O)C)(=O)C(C(=O)OC(CCCCCCCCCCCCCCCCC)=O)(O)C.[Na]